4,6-diamidino-2-phenylindole hydrochloride Cl.C(N)(=N)C1=C2C=C(NC2=CC(=C1)C(N)=N)C1=CC=CC=C1